ClC=1C=CC=2N=CN=C(C2N1)NC1=C(C=C(C(=C1)OC)Cl)F 6-chloro-N-(4-chloro-2-fluoro-5-methoxy-phenyl)pyrido[3,2-d]pyrimidin-4-amine